N1C=NC(=C1)CC(=O)N1CC(C1)OC1=CC=CC=C1C(=O)O 6-({1-[(1H-imidazol-4-yl)acetyl]azetidin-3-yl}oxy)benzoic acid